N6-benzoyl-5'-O-(4,4'-dimethoxytrityl)adenosine C(C1=CC=CC=C1)(=O)NC=1C=2N=CN([C@H]3[C@H](O)[C@H](O)[C@@H](COC(C4=CC=C(C=C4)OC)(C4=CC=C(C=C4)OC)C4=CC=CC=C4)O3)C2N=CN1